Ethyl 3-(tert-butoxycarbonylamino)-2-(3-chloro-4-fluorophenyl)propanoate C(C)(C)(C)OC(=O)NCC(C(=O)OCC)C1=CC(=C(C=C1)F)Cl